O=C1NC2=C(N1CC=1C=C(C=CC1)CC(=O)NC=1C=NC=CC1)C=CC=C2 2-(3-((2-oxo-2,3-dihydro-1H-benzo[d]imidazol-1-yl)methyl)phenyl)-N-(pyridin-3-yl)acetamide